C12(CC3CC(CC(C1)C3)C2)CNC(=O)C=2C=C3C=CN(C3=CC2)CC2=C(C=C(C(=O)OC)C=C2)F Methyl 4-((5-((((3r,5r,7r)-adamantan-1-yl)methyl)carbamoyl)-1H-indol-1-yl)methyl)-3-fluorobenzoate